E-2-amino-5-carboxyadamantane NC1C2CC3CC(CC1C3)(C2)C(=O)O